11-(5-((3,5-dichloropyridin-4-yl)carbamoyl)-2-(difluoromethoxy)-phenoxy)undecanoic acid ClC=1C=NC=C(C1NC(=O)C=1C=CC(=C(OCCCCCCCCCCC(=O)O)C1)OC(F)F)Cl